α-ketovaline CC(C)C(=O)C(=O)O